CC1=NNC(=C1C1=CC=C(NC([C@H]([C@@H]2CCC3=CC=C(C=C23)C2=NC=CC(=C2)N2[C@@H]3CO[C@H](C2)C3)NC(=O)C3(CC3)F)=O)C=C1)C N-[(1S)-2-[4-(3,5-dimethyl-1H-pyrazol-4-yl)anilino]-1-[(1R)-6-[4-[(1S,4S)-2-oxa-5-azabicyclo[2.2.1]heptan-5-yl]-2-pyridyl]indan-1-yl]-2-oxo-ethyl]-1-fluoro-cyclopropanecarboxamide